(S)-N-(8-(6-(3-hydroxy-3-methylbut-1-yn-1-yl)pyridin-3-yl)-1-methyl-2-oxo-2,3,4,5-tetrahydro-1H-benzo[b]azepin-3-yl)-4-phenoxypyridine-2-amide OC(C#CC1=CC=C(C=N1)C=1C=CC2=C(N(C([C@H](CC2)NC(=O)C2=NC=CC(=C2)OC2=CC=CC=C2)=O)C)C1)(C)C